3-((S)-N-Methyl-N-((1-methylpyrrolidin-2-yl)methyl)sulfamoyl)-1-(1,2,3,5,6,7-hexahydro-s-indacen-4-yl)urea, sodium salt [Na].CN(S(=O)(=O)NC(NC1=C2CCCC2=CC=2CCCC12)=O)C[C@H]1N(CCC1)C